N1C=C(C2C1N=CC=C2)C2=C1C=NC(C1=C(C=C2)C2=NC1=C(N2)C=CC(=C1)N1C2CN(CC1CC2)C)=O 4-(3a,7a-dihydro-1H-pyrrolo[2,3-b]pyridin-3-yl)-7-(5-(3-methyl-3,8-diazabicyclo[3.2.1]octan-8-yl)-1H-benzo[d]imidazol-2-yl)isoindol-1-one